COCC(COC1=NN=C(S1)N)=C 5-((2-(methoxymethyl)allyl)oxy)-1,3,4-thiadiazol-2-amine